C(=O)([O-])OC(=O)[O-].[Co+2] cobaltous dicarbonate